N1(C=NC=C1)CC#CC1=CC2=C(OC[C@@H](C(N2C)=O)NC(C(=O)NCC2=CC=CC=C2)=O)C=C1 (S)-N1-(7-(3-(1H-imidazol-1-yl)prop-1-yn-1-yl)-5-methyl-4-oxo-2,3,4,5-tetrahydrobenzo[b][1,4]oxazepin-3-yl)-N2-benzyloxalamide